FC=1C=C(C=CC1)C1=C(C=CC=C1)OC1=CC=C2C(=N1)N(C=C2)C 6-(3'-fluorobiphenyl-2-yloxy)-1-methyl-1H-pyrrolo[2,3-b]Pyridine